C(CCCC)NC(=O)N(CCCC)CCCC N-pentyl-N',N'-dibutylurea